C(C)(C)(C)OC(=O)NC1=CC=C(C=C1)C=1SC=C(N1)C(=O)N[C@@H](CO)C(=O)N[C@@H](C)C(=O)OC Methyl (2-(4-((tert-butoxycarbonyl)amino)phenyl)thiazole-4-carbonyl)seryl-L-alaninate